3-(1-(2,5-difluorophenyl)but-3-yn-1-yl)-1-methyl-6-((triisopropylsilyl)ethynyl)pyridine FC1=C(C=C(C=C1)F)C(CC#C)C=1CN(C(=CC1)C#C[Si](C(C)C)(C(C)C)C(C)C)C